1-N-(2,6-difluoro-3-(5-(4-fluoro-2-methylphenyl)-1H-pyrazolo[3,4-b]pyridine-3-carbonyl)phenyl)propane-1-sulfonamide FC1=C(C(=CC=C1C(=O)C1=NNC2=NC=C(C=C21)C2=C(C=C(C=C2)F)C)F)NS(=O)(=O)CCC